(1S,2S)-2-fluoro-N-(6-(6-fluoro-5,7-bis(methylthio)-1H-indazol-4-yl)imidazo[1,2-a]pyrazin-2-yl)cyclopropane-1-carboxamide F[C@@H]1[C@@H](C1)C(=O)NC=1N=C2N(C=C(N=C2)C2=C3C=NNC3=C(C(=C2SC)F)SC)C1